C(C1=CC=CC=C1)N1C[C@@H](C[C@@]1(C)CO)O (3R,5S)-1-benzyl-5-(hydroxymethyl)-5-methyl-pyrrolidin-3-ol